S1C(=NC=C1)C1=CC=C(C=2N=C(OC21)N2CC1N(C(C2)C1)C(=O)OC(C)(C)C)C(C(F)(F)F)OCC=O tert-Butyl 3-(7-(thiazol-2-yl)-4-(2,2,2-trifluoro-1-(2-oxoethoxy)ethyl)benzo[d]oxazol-2-yl)-3,6-diazabicyclo[3.1.1]heptane-6-carboxylate